C(=O)(O)CC1=CC(=C(C(=O)NC=2C=C(C(C(=O)O)=CC2)C(=O)O)C=C1O)O 4-(4-(carboxymethyl)-2,5-dihydroxybenzamido)phthalic acid